S1C(=NC2=C1C=CC=C2)\C(\CC(=O)O)=C\C=2C(=NN(C2)C)C2=CC(=C(C=C2)Cl)F (E)-3-(benzo[d]thiazol-2-yl)-4-(3-(4-chloro-3-fluorophenyl)-1-methyl-1H-pyrazol-4-yl)but-3-enoic acid